lauryl-sulfuric acid diethanol salt C(C)O.C(C)O.C(CCCCCCCCCCC)OS(O)(=O)=O